ClC1=C(C=CC=C1)[C@H](C)NC1=NC=C(C(=O)N[C@H](C)\C=C\S(=O)(=O)C)C(=C1)C(F)(F)F 6-(((S)-1-(2-Chlorophenyl)ethyl)amino)-N-((R,E)-4-(methylsulfonyl)but-3-en-2-yl)-4-(trifluoromethyl)nicotinamide